(1S,3R)-3-(3-{[(5-methyl-1,2-oxazol-3-yl)acetyl]-amino}-1H-pyrazol-5-yl)-cyclopentyl propan-2-yl-carbamate CC(C)NC(O[C@@H]1C[C@@H](CC1)C1=CC(=NN1)NC(CC1=NOC(=C1)C)=O)=O